tert-butyl (3-(3-(4-(benzo[d]thiazol-5-ylamino)thieno[2,3-b]pyridin-2-yl)-2-methylpiperidin-1-yl)propyl)carbamate S1C=NC2=C1C=CC(=C2)NC2=C1C(=NC=C2)SC(=C1)C1C(N(CCC1)CCCNC(OC(C)(C)C)=O)C